OC1COCCC1 3-hydroxytetrahydro-2H-pyran